2-(2,4-dimethylphenyl)-6-(3,3,3-trifluoropropoxy)-2,5-dihydro-4H-pyrazolo[3,4-d]pyrimidin-4-one CC1=C(C=CC(=C1)C)N1N=C2N=C(NC(C2=C1)=O)OCCC(F)(F)F